C(C)OC1=CC2=C(N=C(S2)CNC(OC(C)(C)C)=O)C=C1 tert-butyl ((6-ethoxybenzo[d]thiazol-2-yl)methyl)carbamate